α-naphthyl mercaptan C1(=CC=CC2=CC=CC=C12)S